2-fluoro-N-(1-(2-(4-(trifluoromethyl)phenyl)quinazolin-4-yl)pyrrolidin-3-yl)acrylamide FC(C(=O)NC1CN(CC1)C1=NC(=NC2=CC=CC=C12)C1=CC=C(C=C1)C(F)(F)F)=C